2-(1-(4-(N,N-bis(4-methoxybenzyl) aminosulfonyl)-3-fluorobenzyl)-5-(3-bromophenyl)-2-(cyclopropylmethyl)-1H-pyrrole-3-yl)-5-methylthiazole-4-carboxylate COC1=CC=C(CN(S(=O)(=O)C2=C(C=C(CN3C(=C(C=C3C3=CC(=CC=C3)Br)C=3SC(=C(N3)C(=O)[O-])C)CC3CC3)C=C2)F)CC2=CC=C(C=C2)OC)C=C1